C1=CC(=CC=C1[N+](=O)[O-])I 4-Nitroiodobenzene